C[SiH](C1=CC=C(C=C1)[SiH](C)C)C 1,4-Didimethylsilylbenzene